3-(6-(2-chloro-4-fluoro-5-methoxyphenyl)-3-(1,3-dimethyl-1H-pyrazolo[4,3-c]pyridin-7-yl)-2,4-dioxo-3,4-dihydrothieno[3,2-d]pyrimidin-1(2H)-yl)propanenitrile ClC1=C(C=C(C(=C1)F)OC)C1=CC=2N(C(N(C(C2S1)=O)C=1C2=C(C=NC1)C(=NN2C)C)=O)CCC#N